4-chloro-1-(difluoromethyl)-5-iodopyridin-2(1H)-one ClC1=CC(N(C=C1I)C(F)F)=O